[Br-].[Br-].C(CCCCCCCCC[N+]1=CC(=C(C=C1)\C=C\C1=CC=C(C=C1)N(C)CCC#N)C)[N+]1=CC(=C(C=C1)\C=C\C1=CC=C(C=C1)N(C)CCC#N)C 1,1'-(decane-1,10-diyl)bis{4-{(E)-4-[(2-cyanoethyl)(methyl)amino]styryl}-3-methylpyridin-1-ium} di-bromide